4-[[2-[(1-hydroxy-3H-2,1-benzoxaborol-5-yl)amino]-5-methyl-pyrimidin-4-yl]amino]tetrahydropyran-2-ol hydrochloride Cl.OB1OCC2=C1C=CC(=C2)NC2=NC=C(C(=N2)NC2CC(OCC2)O)C